9-methyldecyl 8-((8-(heptadecan-9-yloxy)-8-oxooctyl)(4-hydroxybutyl)amino)-2-methyloctanoate CCCCCCCCC(CCCCCCCC)OC(CCCCCCCN(CCCCCCC(C(=O)OCCCCCCCCC(C)C)C)CCCCO)=O